9-(((2s,3r)-3-ethyl-5-oxopyrrolidin-2-yl)methoxy)-8-fluoro-5a,9a-dihydroimidazo[1,2-a]quinoline-4-carboxamide C(C)[C@H]1[C@H](NC(C1)=O)COC1=C(C=CC2C=C(C=3N(C12)C=CN3)C(=O)N)F